N-(2-(2,6-dioxopiperidin-3-yl)-1-oxoisoindolin-5-yl)-5-(trifluoromethyl)indoline-1-carboxamide O=C1NC(CCC1N1C(C2=CC=C(C=C2C1)NC(=O)N1CCC2=CC(=CC=C12)C(F)(F)F)=O)=O